(S)-Ureido-glycine N(C(=O)N)NCC(=O)O